C[Si](C#CC1=C(C=CC=C1)C=CC(C)C)(C)C trimethyl-((2-(3-methylbut-1-en-1-yl)phenyl)ethynyl)silane